C(CC(O)(C(=O)[O-])CC(=O)[O-])(=O)[O-].[K+].[K+].[K+] Kalium citrate